(E)-6-benzyl-2-benzylidene-2H-thiazolo[3,2-b]-1,2,4-triazine-3,7-dione C(C1=CC=CC=C1)C=1C(N=C2N(N1)C(\C(\S2)=C/C2=CC=CC=C2)=O)=O